N-(1-(azetidin-1-ylmethyl)cyclopropyl)-2-(4-chlorophenyl)propanamide N1(CCC1)CC1(CC1)NC(C(C)C1=CC=C(C=C1)Cl)=O